BrC1=CN(C=2C1=NC(=CC2NCC=2SC=CC2)Cl)C(F)F 3-bromo-5-chloro-1-(difluoromethyl)-N-(2-thienylmethyl)pyrrolo[3,2-b]pyridin-7-amine